Cl.FC(CC)(F)C1=CC2=C(C=N1)C(CN2C(CN2[C@H](CN[C@@H](C2)C)CN2C[C@@H](CC2)F)=O)(C)C 1-[6-(1,1-Difluoropropyl)-3,3-dimethyl-1H,2H,3H-pyrrolo[3,2-c]pyridin-1-yl]-2-[(2R,5R)-2-{[(3R)-3-fluoropyrrolidin-1-yl]methyl}-5-methylpiperazin-1-yl]ethan-1-one hydrochloride